C(C)(C)(C)OC(=O)N1[C@@H](COCC1)C=1C=C(C=C(C1)Cl)C=1OC=C(N1)C(=O)O (R)-2-(3-(4-(tert-butoxycarbonyl)morpholin-3-yl)-5-chlorophenyl)oxazole-4-carboxylic acid